Trimethyl-(diethylamino)tin C[Sn](N(CC)CC)(C)C